1,3-diallyl-5-(3-(triethoxysilyl)propyl)-1,3,5-triazinane C(C=C)N1CN(CN(C1)CCC[Si](OCC)(OCC)OCC)CC=C